2-{[7-(3-cyclopropyl-1H-indazol-5-yl)-3-oxo-1H,2H,3H-pyrrolo[3,4-c]pyridin-2-yl]methyl}prop-2-enenitrile C1(CC1)C1=NNC2=CC=C(C=C12)C=1C2=C(C=NC1)C(N(C2)CC(C#N)=C)=O